BrC=1C=CC(=C(C1)NCCC(=O)O)F 3-((5-Bromo-2-fluorophenyl)amino)propionic acid